N=S1(CC2(C1)CN(C2)CC2=CC=NC1=CC(=CC=C21)OC)=O 2-imino-6-((7-methoxyquinolin-4-yl)methyl)-2λ6-thia-6-azaspiro[3.3]heptane 2-oxide